C(CCCCCCCCCCCCCCC)OC(C(CC1=CC(=C(C=C1)O)O)NC(CCCCC1SSCC1)=O)=O 2-(5-(1,2-dithiolane-3-yl)valeramido)-3-(3,4-dihydroxyphenyl)propionic acid hexadecyl ester